C[Si](C1=CC=C(C=C1)[SiH](C1=CC=C(C=C1)[Si](C)(C)C)C1=CC=C(C=C1)[Si](C)(C)C)(C)C tris(4-(trimethylsilyl)phenyl)silane